ClC=1C=C(C=C(C1)NS(=O)(=O)C)NC(=O)C1=CC2=C(S1)CCC2OC=2C=NC=CC2 N-(3-chloro-5-(methylsulfonamido)phenyl)-4-(pyridin-3-yloxy)-5,6-dihydro-4H-cyclopenta[b]thiophene-2-carboxamide